2,5-dichlorobenzoic acid ClC1=C(C(=O)O)C=C(C=C1)Cl